6-(4-amino-3-fluorophenyl)-5-methyl-4,5-dihydropyridazin-3(2H)-one NC1=C(C=C(C=C1)C=1C(CC(NN1)=O)C)F